dibenzofuran-d6 C1(=C(C(=C(C=2OC=3C(C21)=CC=C(C3[2H])[2H])[2H])[2H])[2H])[2H]